ClC=1C=C(C(=NC1)OC1CCN(CC1)C(=O)OC(C)(C)C)F tert-butyl 4-[(5-chloro-3-fluoro-2-pyridyl)oxy]piperidine-1-carboxylate